ClC1=C2C=C(C(N(C2=CC(=N1)N1C2=C(N(CC1)C)C=C(N=C2)C=2C=NN(C2)C)C)=O)C 5-chloro-1,3-dimethyl-7-(1-methyl-7-(1-methyl-1H-pyrazol-4-yl)-2,3-dihydropyrido[3,4-b]pyrazin-4(1H)-yl)-1,6-naphthyridin-2(1H)-one